FC1=C2CN(CC2=CC(=C1F)F)C(=O)NC1=CC=C(C=C1)C=1CCN(CC1)C(=O)OC(C)(C)C tert-butyl 4-[4-[(4,5,6-trifluoroisoindoline-2-carbonyl)amino] phenyl]-3,6-dihydro-2H-pyridine-1-carboxylate